OC=1C=C2CC[C@@H]([C@@H](C2=CC1)C1=CC=C(C=C1)N1CCC(CC1)N1CCNCC1)C1=CC=CC=C1 4-(1-(4-((1R,2S)-6-hydroxy-2-phenyl-1,2,3,4-tetrahydronaphthalen-1-yl)phenyl)piperidin-4-yl)piperazine